N-(1-(cyanomethyl)-1H-pyrazol-3-yl)-N-(thiophen-2-ylmethyl)-2-(p-tolyloxy)acetamide C(#N)CN1N=C(C=C1)N(C(COC1=CC=C(C=C1)C)=O)CC=1SC=CC1